1-Oxa-6-azaspiro[2.5]octane-6-carboxylic acid tert-butyl ester C(C)(C)(C)OC(=O)N1CCC2(CO2)CC1